COC1=CC=C(C=C1)NC(=O)NC1=CC=CC=C1 1-(4-methoxyphenyl)-3-phenylurea